benzyl 4-[3-[(1R,5S)-3,8-diazabicyclo[3.2.1]octan-8-yl]-N-methyl-anilino]piperidine-1-carboxylate [C@H]12CNC[C@H](CC1)N2C=2C=C(N(C)C1CCN(CC1)C(=O)OCC1=CC=CC=C1)C=CC2